NC=1N=CC(=C2C=C(C=NC12)C(=O)N(C)CCOC)C1=CC=C(C=C1)C=1C=NN(C1)CCOC 8-amino-N-(2-methoxyethyl)-5-(4-(1-(2-methoxyethyl)-1H-pyrazole-4-yl)phenyl)-N-methyl-1,7-naphthyridine-3-carboxamide